N1(CCOCC1)CCOC1=NC=CC(=N1)NC1=CC(=C(C=C1)OC1=CC(=CC=C1)C(F)(F)F)Cl 2-(2-(morpholinyl)ethoxy)-4-(3-chloro-4-(3-(trifluoromethyl)phenoxy)phenylamino)pyrimidine